(3-(dimethylamino)propyl)-2,4,6-trimethylbenzenesulfonamide CN(CCCC=1C(=C(C(=CC1C)C)S(=O)(=O)N)C)C